C(C1=CC=CC=C1)O[C@@H]1C[C@]2(N(C=3C(=NN=C(C3)Cl)NC2)C1)C(F)F (6aR,8R)-8-(Benzyloxy)-2-chloro-6a-(difluoromethyl)-5,6,6a,7,8,9-hexahydropyrrolo[1',2':4,5]pyrazino[2,3-c]pyridazine